COC(C1=C(C(=CC=C1)Cl)Cl)=O 2,3-dichloro-benzoic acid methyl ester